(2S)-1-[2-[(3S)-3-[(7-methoxy-5-quinolinyl)amino]pyrrolidin-1-yl]acetyl]pyrrolidine-2-carbonitrile COC1=CC(=C2C=CC=NC2=C1)N[C@@H]1CN(CC1)CC(=O)N1[C@@H](CCC1)C#N